Copper-chromium-iron [Fe].[Cr].[Cu]